N'-((8-fluoro-1,2,3,5,6,7-hexahydro-s-indacen-4-yl)carbamoyl)-6-(3-methoxyazetidin-1-yl)-6,7-dihydro-5H-pyrazolo[5,1-b][1,3]oxazine-3-sulfonimidamide FC=1C=2CCCC2C(=C2CCCC12)NC(=O)N=S(=O)(N)C=1C=NN2C1OCC(C2)N2CC(C2)OC